CC=1C(=NC(=NC1)NC1=CC=C(C=C1)N1CCN(CC1)C)NC=1C=C(C=CC1)S(=O)(=O)NC1=CC=CC=C1 3-((5-methyl-2-((4-(4-methylpiperazin-1-yl)phenyl)amino)pyrimidin-4-yl)amino)-N-phenylbenzenesulfonamide